3-(5-((8-(4'-fluoro-5,5-dimethyl-3,4,5,6-tetrahydro-[1,1'-biphenyl]-2-Carbonyl)-3,8-diazabicyclo[3.2.1]octane-3-yl)methyl)-1-oxoisoindolin-2-yl)piperidine-2,6-dione FC1=CC=C(C=C1)C1=C(CCC(C1)(C)C)C(=O)N1C2CN(CC1CC2)CC=2C=C1CN(C(C1=CC2)=O)C2C(NC(CC2)=O)=O